Pentaphen C1=CC=CC2=CC3=CC=C4C=C5C=CC=CC5=CC4=C3C=C12